BrC=1C=C(N(C)C)C=CC1 3-bromo-1-N,N-dimethylaniline